C(C)(C)(C)OC(=O)NCCS(=O)(=O)OCC1(CN(C1)S(=O)(=O)C1=C(C=C(C=C1)Cl)Cl)COC1=CC(=C(C=C1)C#N)F (3-((4-cyano-3-fluorophenoxy)methyl)-1-((2,4-dichlorophenyl)sulfonyl)azetidin-3-yl)methyl 2-((tert-butoxycarbonyl)amino)ethane-1-sulfonate